4-((2-methyl-5-chlorobenzyl)amino)-2-((1-methyl-1H-pyrazol-4-yl)amino)pyrimidin-5-carboxamide CC1=C(CNC2=NC(=NC=C2C(=O)N)NC=2C=NN(C2)C)C=C(C=C1)Cl